ClC=1N=C(C=2N(C1)N=CC2F)OC2(CC1(CN(C1)C(=O)OC(C)(C)C)C2)C tert-butyl 6-((6-chloro-3-fluoropyrazolo[1,5-a]pyrazin-4-yl)oxy)-6-methyl-2-azaspiro[3.3]heptane-2-carboxylate